7-[[5-[(2S)-2-(1-hydroxy-1-methyl-ethyl)morpholin-4-yl]-2-pyridyl]amino]-4-imidazo[1,2-a]pyrazin-3-yl-isoindolin-1-one OC(C)(C)[C@@H]1CN(CCO1)C=1C=CC(=NC1)NC=1C=CC(=C2CNC(C12)=O)C1=CN=C2N1C=CN=C2